FC=1C=C2[C@@H](CCOC2=C(C1)F)N1C[C@H](NCC1)C1=C(C=CC=C1)OC(C)C (R)-1-((R)-6,8-difluorochroman-4-yl)-3-(2-isopropoxyphenyl)piperazine